((3aS,4R,9bR)-4-(hydroxymethyl)-8-(3-methoxyphenyl)-5-methyl-2,3,3a,4,5,9b-hexahydro-1H-pyrrolo[3,2-c]quinolin-1-yl)-2-(pyridin-4-yl)ethan-1-one OC[C@@H]1N(C=2C=CC(=CC2[C@H]2[C@@H]1CCN2C(CC2=CC=NC=C2)=O)C2=CC(=CC=C2)OC)C